FC1=C2C(=NN(C2=CC=C1)C1=CC=CC(=N1)NC(=O)C=1C=NN(C1)C)NC=1C=C2C=NN(C2=CC1)C1OCCCC1 N-[6-[4-fluoro-3-[(1-tetrahydropyran-2-ylindazol-5-yl)amino]indazol-1-yl]-2-pyridyl]-1-methyl-pyrazole-4-carboxamide